OC(=CC(CCC1=CC=CC=C1)=O)CCC1=CC=CC=C1 5-hydroxy-1,7-diphenyl-4-hepten-3-one